BrCC1=C(C(N=C(N1)C=1SC=CN1)C1=C(C(=CC=C1)F)F)C(=O)OCC Ethyl 6-(bromomethyl)-4-(2,3-difluorophenyl)-2-(thiazol-2-yl)-1,4-dihydropyrimidine-5-carboxylate